3,4,5-trimethoxy-4'-(1,1-difluoroethyl)stilbene COC=1C=C(C=C(C1OC)OC)C=CC1=CC=C(C=C1)C(C)(F)F